2-(2-(prop-2-yn-1-oxy)ethoxy)ethan-1-amine C(C#C)OCCOCCN